[3-(2-chlorophenyl)-2,4-difluorophenyl]oxirane ClC1=C(C=CC=C1)C=1C(=C(C=CC1F)C1OC1)F